C(#N)C1=CC(=C(CS(=O)C2=CC=CC(=N2)C2CCN(CC2)CC2=NC3=C(N2C[C@H]2OCC2)C=C(C=C3)C(=O)OC)C=C1)F methyl (S)-2-((4-(6-((4-cyano-2-fluorobenzyl) sulfinyl) pyridin-2-yl) piperidin-1-yl) methyl)-1-(oxetan-2-ylmethyl)-1H-benzo[d]imidazole-6-carboxylate